diethyl-3-phenyl-4-pyrone C(C)C=1C(C(=C(OC1)CC)C1=CC=CC=C1)=O